N-((S)-1-(((S)-hept-1-yn-3-yl)amino)-1-oxo-3-phenylpropan-2-yl)-1H-indole-2-carboxamide C#C[C@H](CCCC)NC([C@H](CC1=CC=CC=C1)NC(=O)C=1NC2=CC=CC=C2C1)=O